N-(4-fluoro-3-methylphenyl)-1,2,4-trimethyl-5-(2-((3-methylisoxazol-5-yl)amino)-2-oxoacetyl)-1H-pyrrole-3-carboxamide FC1=C(C=C(C=C1)NC(=O)C1=C(N(C(=C1C)C(C(=O)NC1=CC(=NO1)C)=O)C)C)C